CC(=O)N[C@@H]1[C@H]([C@H]([C@H](O[C@H]1OC[C@@H]2[C@@H]([C@@H]([C@H]([C@@H](O2)O)NC(=O)C)O[C@H]3[C@@H]([C@H]([C@@H]([C@H](O3)C(=O)O)O)O)O)O)CO)O)O The molecule is a branched amino trisaccharide consisting of N-acetyl-beta-D-galactosamine having beta-D-glucuronosyl and N-acetyl-beta-D-galactosaminyl residues attached at the 3- and 6-positions respectively. It is an amino trisaccharide and a galactosamine oligosaccharide.